ClC1=CC(=C(C=C1F)N1CCC2(CNC2)CC1)F 7-(4-chloro-2,5-difluorophenyl)-2,7-diazaspiro[3.5]nonane